silver(I) fluoride tetradecyl-7-(4-(4-(benzo[b]thiophen-4-yl)piperazin-1-yl)butoxy)-2-oxoquinoline-1(2H)-carboxylate C(CCCCCCCCCCCCC)OC(=O)N1C(C=CC2=CC=C(C=C12)OCCCCN1CCN(CC1)C1=CC=CC=2SC=CC21)=O.[Ag]F